but-3-yn-1-yl{6-[({[(Z)-(1-methyl-1H-tetrazol-5-yl)(phenyl)methylene]amino}oxy)methyl]pyridin-2-yl}carbamate C(CC#C)OC(NC1=NC(=CC=C1)CO\N=C(\C1=CC=CC=C1)/C1=NN=NN1C)=O